(2R,4S)-1-((2'-chloro-5-(difluoromethyl)-[1,1'-biphenyl]-2-yl)sulfonyl)-N-((R,E)-5-(3,3-difluoroazetidin-1-yl)-5-oxopent-3-en-2-yl)-4-fluoro-2-methylpiperidine-4-carboxamide ClC1=C(C=CC=C1)C1=C(C=CC(=C1)C(F)F)S(=O)(=O)N1[C@@H](C[C@@](CC1)(C(=O)N[C@H](C)\C=C\C(=O)N1CC(C1)(F)F)F)C